3-methyl-N-(1-(3,4,5-trimethoxyphenyl)-1H-imidazol-4-yl)-1H-pyrazolo[3,4-d]pyrimidin-6-amine CC1=NNC2=NC(=NC=C21)NC=2N=CN(C2)C2=CC(=C(C(=C2)OC)OC)OC